(E)-N-(2-(2,4-Dihydroxy-5-methylbenzoyl)isoindolin-4-yl)-4-(dimethylamino)-N-(2-(pyridin-2-yl)ethyl)but-2-enamide OC1=C(C(=O)N2CC3=CC=CC(=C3C2)N(C(\C=C\CN(C)C)=O)CCC2=NC=CC=C2)C=C(C(=C1)O)C